2-[1-[(2R)-2-[(4,4-difluorocyclohexyl)oxy]-2-phenylethyl]-5-methyl-6-(1,3-oxazol-2-yl)-2,4-dioxo-1H,2H,3H,4H-thieno[2,3-d]pyrimidin-3-yl]-2-methylpropionic acid FC1(CCC(CC1)O[C@@H](CN1C(N(C(C2=C1SC(=C2C)C=2OC=CN2)=O)C(C(=O)O)(C)C)=O)C2=CC=CC=C2)F